ClC1=C(C=CC=C1)C=1OC2=C(S(N1)(=O)=O)C=C(C=C2)C 3-(2-chlorophenyl)-7-methylbenzo[e][1,4,3]oxathiazine-1,1-dioxide